FC1(CN(C1)C(=O)OC(C)(C)C)C(N(C)OC)=O tert-Butyl 3-fluoro-3-(methoxy(methyl)carbamoyl)azetidine-1-carboxylate